(5-(2-fluoro-6-methoxyphenyl)-1-((2-(trimethylsilyl)ethoxy)methyl)-1H-pyrazolo[3,4-c]pyridin-3-yl)-1H-imidazole-4-carboxylic acid methyl ester COC(=O)C=1N=CN(C1)C1=NN(C2=CN=C(C=C21)C2=C(C=CC=C2OC)F)COCC[Si](C)(C)C